ClC=1C=NC(=C(C(=O)NC2CCC(CC2)CN2C(N(C3=C2C=CC=C3)C=3C=NC(=CC3)NC(=O)C3CC3)=O)C1)C(F)F 5-chloro-N-((1r,4r)-4-((3-(6-(cyclopropanecarboxamido)pyridin-3-yl)-2-oxo-2,3-dihydro-1H-benzo[d]imidazol-1-yl)methyl)cyclohexyl)-2-(difluoro-methyl)nicotinamide